C(C)(C)(C)N1CC(C2(CC1)C1=C(OC2)C=2COC(C2C=C1)=O)C tertbutyl-3'-methyl-6-oxo-6,8-dihydro-2H-spiro[benzo[2,1-b:3,4-c']difuran-3,4'-piperidine]